methyl 16-(cyclopentanesulfonamido)hexadecanoate C1(CCCC1)S(=O)(=O)NCCCCCCCCCCCCCCCC(=O)OC